NC1=NN2C(C=CC(=C2)C=2C=C(C(=NC2)C)NC(=O)N2OCC[C@@H]2C=2C=NC=C(C2)F)=N1 (R)-N-(5-(2-amino-[1,2,4]triazolo[1,5-a]pyridin-6-yl)-2-methylpyridin-3-yl)-3-(5-fluoropyridin-3-yl)isooxazolidine-2-carboxamide